N[C@@H](CC[Se]C)C(=O)O (+)-selenomethionine